C(C)OC(=O)C1=C(N(C=2N(C1C1=CC=CC=C1)N=CN2)CC(=O)NCC2=CC=C(C=C2)C)C.FC(C2=NN=C(O2)C2=CC=C(C=C2)CC(=O)N)(F)F 4-[5-(trifluoromethyl)-1,3,4-oxadiazol-2-yl]Phenyl-acetamide ethyl-5-methyl-4-(2-((4-methylbenzyl)amino)-2-oxoethyl)-7-phenyl-4,7-dihydro-[1,2,4]triazolo[1,5-a]pyrimidine-6-carboxylate